NC1=C(C=C(C=N1)NC(C(=O)N1[C@H](CC[C@@H](C1)C)C=1C=C2C=NNC2=C(C1)F)=O)C N-(6-amino-5-methyl-3-pyridyl)-2-[(2R,5S)-2-(7-fluoro-1H-indazol-5-yl)-5-methyl-1-piperidyl]-2-oxo-acetamide